N-(1-(3-(1,1-difluoroethyl)-2-fluorophenyl)ethylidene)-2-methylpropane-2-sulfinamide FC(C)(F)C=1C(=C(C=CC1)C(C)=NS(=O)C(C)(C)C)F